2-{[4-({2-[(2-cyano-4,5-difluorophenoxy)methyl]pyrimidin-4-yl}oxy)piperidin-1-yl]methyl}-4-fluoro-1-{[(2S)-oxetan-2-yl]methyl}-1H-1,3-benzodiazole-6-carboxylic acid C(#N)C1=C(OCC2=NC=CC(=N2)OC2CCN(CC2)CC2=NC3=C(N2C[C@H]2OCC2)C=C(C=C3F)C(=O)O)C=C(C(=C1)F)F